NC1=NC(=C(C(=N1)CCC(=O)O)CC1=C(C=CC(=C1)CC#N)OC)Cl 3-(2-amino-6-chloro-5-(5-(cyanomethyl)-2-methoxybenzyl)pyrimidin-4-yl)propionic acid